C(C)(C)(C)C=1C(=NC=CC1)N(CC1=CC=C(C=C1)OC)CC1=CC=C(C=C1)OC (tert-butyl)-N,N-bis(4-methoxyphenylmethyl)pyridin-2-amine